CC1=C(N=CS1)C1(NC(NC1=O)=O)CNC(=O)C=1C(=CC=CC1)C1=CC=C(C=C1)C(F)(F)F N-{[4-(5-methyl-1,3-thiazol-4-yl)-2,5-dioxoimidazolidin-4-yl]methyl}-4'-(trifluoromethyl)[biphenyl]-2-carboxamide